ClC=1C(=NC(=NC1)N[C@H]1CN(CC1)C(=O)C1=CC=C(C=C1)NC(C=C)=O)OC1=CC=CC=C1 (R)-N-(4-(3-((5-chloro-4-phenoxypyrimidin-2-yl)amino)pyrrolidine-1-carbonyl)phenyl)acrylamide